C(C)(C)(C)[Si](C=1N(C2=NC=C(C=C2C1)O)C)(F)C(C)(C)C 2-[di(tert-butyl)(fluoro)silyl]-1-methyl-1H-1,7-diazainden-5-ol